dipropylene glycol margarate C(CCCCCCCCCCCCCCCC)(=O)O.CC(COC(C)CO)O